CO[Si](C1=CC(=CC=C1)C=C)(OC)OC Trimethoxy(3-vinylphenyl)silane